C1(=CC=CC=C1)[C@H]1CCC2=NC=3C(=NC(=CC3)C3=CC(=NC=C3)OC3CC(CC3)C(=O)OC)N21 methyl 3-((4-((R)-8-phenyl-7,8-dihydro-6H-pyrrolo[2',1':2,3]imidazo[4,5-b]pyridin-2-yl)pyridin-2-yl)oxy)cyclopentanecarboxylate